CC=1C(=NC=CC1)C Dimethyl-pyridine